Cl.N[C@](C(=O)O)(CC1=CC(=C(C=C1)OC)OC)C (S)-2-amino-3-(3,4-dimethoxyphenyl)-2-methylpropionate hydrochloride